2,4,6-tris(dimethylaminomethyl)benzene (S)-2-((1-(2-(bis(4-chlorophenyl)methyl)-2-methylhydrazineyl)-1-oxopropan-2-yl)carbamoyl)-4-methoxypyridin-3-yl-isobutyrate ClC1=CC=C(C=C1)C(N(NC([C@H](C)NC(=O)C1=NC=CC(=C1OC(C(C)C)=O)OC)=O)C)C1=CC=C(C=C1)Cl.CN(C)CC1=CC(=CC(=C1)CN(C)C)CN(C)C